hexadecadien-al C(C=CC=CCCCCCCCCCCC)=O